3-[(1-ethyl-1H-pyrazol-4-yl)methyl]-3'-fluoro-6'-[(oxetan-4-yl)oxy]-4'-(trifluoromethyl)-2H-[1,2'-bipyridin]-2-one C(C)N1N=CC(=C1)CC=1C(N(C=CC1)C1=NC(=CC(=C1F)C(F)(F)F)OC1CCO1)=O